benzyl (3R,6S)-8-(3-amino-3-oxopropyl)-3,6-diisobutyl-4,7-dioxohexahydropyrazino[2,1-c][1,2,4]oxadiazine-1(6H)-carboxylate NC(CCN1CC2N(O[C@@H](C(N2[C@H](C1=O)CC(C)C)=O)CC(C)C)C(=O)OCC1=CC=CC=C1)=O